OC(CNC(=O)C=1SC(=C(N1)C(=O)N1[C@H](CCCC1)C)C=1C=NC(=CC1C(F)(F)F)NC1(CCC1)C)(C)C (S)-N-(2-hydroxy-2-methylpropyl)-5-(6-((1-methylcyclobutyl)amino)-4-(trifluoromethyl)pyridine-3-yl)-4-(2-methylpiperidine-1-carbonyl)thiazole-2-carboxamide